2-(2-{[(4-fluoro-1H-1,3-benzodiazol-2-yl)methyl]amino}ethyl)-N-[(3-fluoropyridin-2-yl)methyl]-1,3-oxazole-4-carboxamide FC1=CC=CC=2NC(=NC21)CNCCC=2OC=C(N2)C(=O)NCC2=NC=CC=C2F